C12CC(CC(CC1)O2)C(=O)N2CC1=C(C=C(C=C1CC2)Cl)[C@H]2NCCOC2 (3R)-3-[2-(8-oxabicyclo[3.2.1]octane-3-carbonyl)-6-chloro-1,2,3,4-tetrahydroisoquinolin-8-yl]morpholine